tert-butyl (3-(4-amino-7-(1-(tetrahydro-2H-pyran-2-yl)-1H-pyrazol-5-yl)-2H-pyrazolo[3,4-c]quinolin-2-yl)propyl)carbamate NC1=NC=2C=C(C=CC2C=2C1=NN(C2)CCCNC(OC(C)(C)C)=O)C2=CC=NN2C2OCCCC2